ethyl propionate (methyl propionate) CC(C(=O)O)C.C(CC)(=O)OCC